(S)-isopropyl 5-((4-nitrobenzoyl)oxy)bicyclo[4.1.0]heptane-3-carboxylate [N+](=O)([O-])C1=CC=C(C(=O)OC2CC(C[C@@H]3CC23)C(=O)OC(C)C)C=C1